[(1R,4R,7R)-7-amino-2-azabicyclo[2.2.1]heptan-2-yl]-[2-[9-(cyclopropylmethyl)-2,3-dihydro-1H-pyrrolo[2,3-f][1,4]benzoxazin-8-yl]-7-fluoro-1-methyl-benzimidazol-5-yl]methanone N[C@H]1[C@@H]2N(C[C@H]1CC2)C(=O)C2=CC1=C(N(C(=N1)C1=CC=3C=CC4=C(NCCO4)C3N1CC1CC1)C)C(=C2)F